(2-hydroxyethyl)-DL-aspartamide OCCN[C@@H](CC(=O)N)C(=O)N |r|